Cl.C1(=CC(=CC=C1)CNCCCNCCCNCCCCCC)C1=C(C=C(C=C1)C1=CC(=CC=C1)CNCCCNCCCNCCCCCC)CNCCCNCCCNCCCCCC N1,N1',N1''-([1,1':4',1''-terphenyl]-2',3,3''-triyltris(methylene))tris(N3-(3-(hexylamino)propyl)propane-1,3-diamine), hydrochloride salt